(2,5-Diethylfuran-3-yl)-1-({[(2S,4R)-4-fluoro-1-methylpyrrolidin-2-yl]methyl}[1-(propan-2-yl)-1H-pyrazol-4-yl]sulfamoyl)urea C(C)C=1OC(=CC1N(C(=O)N)S(N(C=1C=NN(C1)C(C)C)C[C@H]1N(C[C@@H](C1)F)C)(=O)=O)CC